[Si](C)(C)(C(C)(C)C)OC1=CC=2CC[C@H]3[C@@H]4CC(C([C@@]4(C)CC[C@@H]3C2C=C1)=O)S(=O)C1=NC=CC=C1 3-tert-butyldimethylsilyloxy-16-(2-pyridinesulfinyl)-estra-1,3,5(10)-triene-17-one